(7R,14R)-1-(difluoromethoxy)-11-((S or R)-3-hydroxypent-1-yn-1-yl)-6-(methyl-d3)-6,7-dihydro-7,14-methanobenzo[f]benzo[4,5]imidazo[1,2-a][1,4]diazocin-5(14H)-one FC(OC1=CC=CC=2C(N([C@H]3C=4N([C@@H](C21)C3)C3=C(N4)C=CC(=C3)C#C[C@H](CC)O)C([2H])([2H])[2H])=O)F |o1:25|